C(=O)C1=CCC2C1C(OC=C2C(=O)[O-])C(C)=O 7-formyl-1-acetyl-1,4a,5,7a-tetrahydrocyclopenta[c]pyran-4-carboxylate